CC1=CC=C(C=C1)C(C1=C(C(=CC=2C3=CC(=C(C=C3CC12)C)C(C)(C)C)C(C)(C)C)C)(C1C=CC=C1)C1=CC=C(C=C1)C bis(4-methylphenyl)(cyclopentadienyl)(2,7-dimethyl-3,6-di-t-butylfluorenyl)methane